ClC1=C(C=C2C(=N1)OCC[C@H]2N2C[C@H](NCC2)C2=C(C=CC=C2)OC(C)C)F (3R)-1-[(4R)-7-chloro-6-fluoro-2H,3H,4H-pyrano[2,3-b]pyridin-4-yl]-3-(2-isopropoxyphenyl)piperazine